FC1=C(C=CC(=C1)CC(=O)OC)N1CCN(CC1)C(=O)OC(C)(C)C tert-butyl 4-[2-fluoro-4-(2-methoxy-2-oxo-ethyl)phenyl]piperazine-1-carboxylate